C1(CC1)C=1C=NN(C1CI)C1=C(C=CC=C1Cl)Cl 4-cyclopropyl-1-(2,6-dichlorophenyl)-5-(iodomethyl)-1H-pyrazole